N-[4-(9,10-diphenyl-2-anthryl)phenyl]-N,N',N'-Triphenyl-1,4-phenylenediamine C1(=CC=CC=C1)C=1C2=CC=CC=C2C(=C2C=CC(=CC12)C1=CC=C(C=C1)N(C1=CC=C(C=C1)N(C1=CC=CC=C1)C1=CC=CC=C1)C1=CC=CC=C1)C1=CC=CC=C1